ClC=1C=C(C(=NC1)N1CC(N(C2(CC(C2)C(=O)N)C1=O)CC1=CC=C(C=C1)F)=O)F 8-(5-chloro-3-fluoropyridin-2-yl)-5-(4-fluorobenzyl)-6,9-dioxo-5,8-diazaspiro-[3.5]nonane-2-carboxamide